tert-butyl (S)-11-((4-([1,2,4]triazolo[1,5-a]pyridin-7-yloxy)-3-methylphenyl)amino)-1,2,4a,5-tetrahydropyrazino[1',2':4,5][1,4]oxazino[3,2-g]quinazoline-3(4H)-carboxylate N=1C=NN2C1C=C(C=C2)OC2=C(C=C(C=C2)NC2=NC=NC=1C=C3C(=CC21)N2[C@H](CO3)CN(CC2)C(=O)OC(C)(C)C)C